diisopropylphenyl alcohol diacrylate C(C=C)(=O)O.C(C=C)(=O)O.C(C)(C)C=1C(=C(C=CC1)O)C(C)C